potassium myristate salt C(CCCCCCCCCCCCC)(=O)[O-].[K+]